8-bromo-5,5-dimethyl-4,5-dihydronaphtho[2,1-d]isoxazole-3-carboxamide BrC1=CC=C2C(CC=3C(=NOC3C2=C1)C(=O)N)(C)C